(3R)-1-(4-{[(2R,7aS)-2-Fluoro-hexahydropyrrolizin-7a-yl]methoxy}-6-chloro-1,3,5-triazin-2-yl)-3-methylpiperidin-3-ol F[C@@H]1C[C@@]2(CCCN2C1)COC1=NC(=NC(=N1)Cl)N1C[C@@](CCC1)(O)C